aminodichloro(cyclohexylamine) platinum [Pt].NC1(CCCCC1)N(Cl)Cl